(Z)-1-(4-Aminophenyl)-3-(4-hydroxyphenyl)prop-2-en-1-one NC1=CC=C(C=C1)C(\C=C/C1=CC=C(C=C1)O)=O